tert-butyl 4-(((hydrazinecarbonothioyl)oxy)methyl)piperidine-1-carboxylate N(N)C(=S)OCC1CCN(CC1)C(=O)OC(C)(C)C